[OH-].[Na+].N1C(=O)N=C(NC=O)C=C1 cytosineal sodium hydroxide